C1(CC1)C1=NC=NC(=C1C1=NC=2N(C(=N1)NCC1=CC=C(C=C1)C=1N(C=C(N1)C(F)(F)F)C(C)C)N=CC2)OC 2-(4-cyclopropyl-6-methoxypyrimidin-5-yl)-N-(4-(1-isopropyl-4-(trifluoromethyl)-1H-imidazol-2-yl)benzyl)pyrazolo[1,5-a][1,3,5]triazin-4-amine